COC=1C=C2C(=CN1)NC(=C2)CO (5-methoxy-1H-pyrrolo[2,3-c]pyridin-2-yl)methanol